(2S,4R)-1-((S)-2-(4-benzyl-1H-1,2,3-triazol-1-yl)-3,3-dimethylbutanoyl)-4-hydroxy-N-(4-(4-methylthiazol-5-yl)benzyl)pyrrolidine-2-carboxamide C(C1=CC=CC=C1)C=1N=NN(C1)[C@H](C(=O)N1[C@@H](C[C@H](C1)O)C(=O)NCC1=CC=C(C=C1)C1=C(N=CS1)C)C(C)(C)C